NC1=C2N=C(N(C2=NC(=N1)OCC)CC1=C(C=C(CNCCCC[C@H](N)C(=O)O)C=C1)OC)O N6-(4-((6-amino-2-ethoxy-8-hydroxy-9H-purin-9-yl)methyl)-3-methoxybenzyl)-L-lysine